C(#N)C[C@@H](C)[C@H]1CC[C@H]2[C@@H]3C=CC4=CC(CC[C@]4(C)[C@H]3CC[C@]12C)=O (20R)-20-(1-cyanomethyl)-pregn-4,6-dien-3-one